2-methacryloyloxyethyl disulfide C(C(=C)C)(=O)OCCSSCCOC(C(=C)C)=O